N-[2-fluoro-5-[2-(2-hydroxyethoxy)-6-(morpholin-4-yl)pyridin-4-yl]-4-methylphenyl]-6-azaspiro[3.5]nonane-6-carboxamide FC1=C(C=C(C(=C1)C)C1=CC(=NC(=C1)N1CCOCC1)OCCO)NC(=O)N1CC2(CCC2)CCC1